4-chloro-3-(3-(2-chloro-5-(ethoxycarbonyl)-3-nitrophenoxy)propoxy)-5-nitrobenzoic acid tert-butyl ester C(C)(C)(C)OC(C1=CC(=C(C(=C1)[N+](=O)[O-])Cl)OCCCOC1=C(C(=CC(=C1)C(=O)OCC)[N+](=O)[O-])Cl)=O